6-(4-(3-(7-fluoro-1-oxo-1,2-dihydroisoquinolin-3-yl)propionyl)piperazin-1-yl)nicotinonitrile FC1=CC=C2C=C(NC(C2=C1)=O)CCC(=O)N1CCN(CC1)C1=NC=C(C#N)C=C1